C1(CCCCC1)N(C(C=CC1=CC=C(C=C1)OC)=O)C1=NC=CC=C1 4-methoxycinnamic acid-N-cyclohexyl-N-2-pyridylamide